4-[4-fluoro-2-(2,2,2-trifluoroethoxy)phenyl]-2-[4-(methanesulfonyl)phenyl]-2,3-dihydro-1H-pyrrolo[3,4-c]pyridine FC1=CC(=C(C=C1)C1=NC=CC2=C1CN(C2)C2=CC=C(C=C2)S(=O)(=O)C)OCC(F)(F)F